CC=1C(NC=NC1)=O 5-methyl-3,4-dihydropyrimidin-4-one